(R)-2-ethyl-4-((1R,3S)-3-(1-isopropyl-3-(2-(trifluoromethyl)pyrimidin-5-yl)-1H-1,2,4-triazol-5-yl)cyclopentyl)morpholine C(C)[C@@H]1CN(CCO1)[C@H]1C[C@H](CC1)C1=NC(=NN1C(C)C)C=1C=NC(=NC1)C(F)(F)F